ClC=1C(=NC(=NC1)N1CCC(CC1)CN1CC2(C1)CNC2)NC=2C=C1C=C(C(N(C1=CC2)C)=O)OCC(=O)NC 2-[(6-[[5-chloro-2-(4-[2,6-diazaspiro[3.3]heptan-2-ylmethyl]piperidin-1-yl)pyrimidin-4-yl]amino]-1-methyl-2-oxoquinolin-3-yl)oxy]-N-methylacetamide